O[C@@H]1[C@H](N)[C@@H](O)[C@@H](O)[C@H](O1)C alpha-fucosamine